N-((1-(6-FLUOROQUINAZOLIN-4-YL)PIPERIDIN-3-YL)METHYL)METHANESULFONAMIDE FC=1C=C2C(=NC=NC2=CC1)N1CC(CCC1)CNS(=O)(=O)C